(2-chloro-5-bromobenzyl) sulfone ClC1=C(CS(=O)(=O)CC2=C(C=CC(=C2)Br)Cl)C=C(C=C1)Br